3-methyl-2-oxopiperazin CC1C(NCCN1)=O